ethylisopropyl-phosphinic acid C(C)P(O)(=O)C(C)C